CCC(C)C(=O)O (±)-2-methylbutanoic acid